thienothiomorpholine S1CCNC2=C1C=CS2